bis(aminophenoxy-α,α-dimethylbenzyl)benzene NC=1C(=C(C(C)(C)C2=C(C=CC=C2)C(C2=C(C(=CC=C2)N)OC2=CC=CC=C2)(C)C)C=CC1)OC1=CC=CC=C1